BrC=1C=C(C=C(C1)C1=C(C=C(C=C1C)C)C)C(C)=O 1-(5-bromo-2',4',6'-trimethyl-[1,1'-biphenyl]-3-yl)ethan-1-one